ClC1=NC=2N(C(=C1)NC1CC1)N=CC2C#N 5-chloro-7-(cyclopropylamino)pyrazolo[1,5-a]pyrimidine-3-carbonitrile